NC1=CC=C(CNS(=O)(=O)C)C=C1 N-(4-aminobenzyl)-methanesulfonamide